ClC1=C(C=C(C=C1)C=1C=C2C(=NC1)N(C(N2CC(=O)N(C)C)=O)C)OC(F)F 2-[6-[4-chloro-3-(difluoromethoxy)phenyl]-3-methyl-2-oxo-imidazo[4,5-b]pyridin-1-yl]-N,N-dimethyl-acetamide